Methyl (S)-5-(4-((S)-2-((S)-2-amino-3-methylbutanamido)propanamido)benzamido)-2-(4-(2-(2,4-diaminopteridin-6-yl)ethyl)benzamido)pentanoate N[C@H](C(=O)N[C@H](C(=O)NC1=CC=C(C(=O)NCCC[C@@H](C(=O)OC)NC(C2=CC=C(C=C2)CCC=2N=C3C(=NC(=NC3=NC2)N)N)=O)C=C1)C)C(C)C